4-cyano-3-ethyl-N-(3-(furan-3-yl)-1H-indazol-5-yl)picolinamide C(#N)C1=C(C(=NC=C1)C(=O)NC=1C=C2C(=NNC2=CC1)C1=COC=C1)CC